CN1N=C(C=C1N)C1CN(CC1)CCC 1-Methyl-3-(1-propylpyrrolidin-3-yl)-1H-pyrazol-5-amine